3-((2-allyl-4-methyl-1,1-dioxido-3-oxo-2,3-dihydrobenzo[d]isothiazol-5-yl)oxy)-5-fluorobenzonitrile C(C=C)N1S(C2=C(C1=O)C(=C(C=C2)OC=2C=C(C#N)C=C(C2)F)C)(=O)=O